FC1=C(C(=O)O)C=CC=C1C1CN(CC1)C1=CC=C(C=C1)[N+](=O)[O-] 2-fluoro-3-(1-(4-nitrophenyl)pyrrolidin-3-yl)benzoic acid